2-(4,5-dichloro-6-oxo-pyridazin-1-yl)-N-methyl-N-[4-methyl-3-[2-(2-pyridyl)ethylsulfamoyl]phenyl]acetamide ClC=1C=NN(C(C1Cl)=O)CC(=O)N(C1=CC(=C(C=C1)C)S(NCCC1=NC=CC=C1)(=O)=O)C